tert-butyl (4-(aminomethyl)phenyl)carbamate NCC1=CC=C(C=C1)NC(OC(C)(C)C)=O